7-(chlorodifluoromethyl)-N-(6-{[2-(2,6-dioxohexahydropyridin-3-yl)-1,3-dioxo-2,3-dihydro-1H-isoindol-5-yl]amino}hexyl)-5-(furan-2-yl)pyrazolo[1,5-a]pyrimidine-2-carboxamide ClC(C1=CC(=NC=2N1N=C(C2)C(=O)NCCCCCCNC=2C=C1C(N(C(C1=CC2)=O)C2C(NC(CC2)=O)=O)=O)C=2OC=CC2)(F)F